FC1=NC(=CC=C1N1C(=NC2=C(C1=O)SC=N2)SCC2=C(C=C(C=C2F)F)F)O 6-(2-Fluoro-6-hydroxypyridin-3-yl)-5-((2,4,6-trifluorobenzyl)thio)thiazolo[4,5-d]-pyrimidin-7(6H)-one